5-Methyl-hexanoic acid (2-methyl-4-morpholin-4-yl-6-trifluoromethyl-phenyl)-amide CC1=C(C(=CC(=C1)N1CCOCC1)C(F)(F)F)NC(CCCC(C)C)=O